N-(2-fluoro-4-(piperazin-1-yl)phenyl)-7-methoxy-2-methylimidazo[1,2-a]pyridine-6-carboxamide FC1=C(C=CC(=C1)N1CCNCC1)NC(=O)C=1C(=CC=2N(C1)C=C(N2)C)OC